p-butylcumene C(CCC)C1=CC=C(C=C1)C(C)C